CC1=C(C=C(C(=C1CC)OCCCC)C)O 2,5-dimethyl-3-ethyl-4-butoxyphenol